C(CCCCCCCCCCCCC)C(C(=O)O)CCCCCCCCCC\C=C/CCCCCCCC.C(CCCCCCCCCCC\C=C/CCCCCCCC)(=O)OCCCCCCCCCCCCCC myristyl erucate (myristyl erucate)